C1(CC1)NC(=O)C1=CC=C(C(=O)NNC(=O)C2C(CCCC2)C(=O)O)C=C1 2-(2-(4-(cyclopropylcarbamoyl)benzoyl)hydrazine-1-carbonyl)cyclohexane-1-carboxylic acid